N1C=NC2=C1C=CC(=C2)NC=2C1=C(N=CN2)C=CS1 N-(1H-benzo[d]imidazol-5-yl)thieno[3,2-d]pyrimidin-4-amine